1-(2-(difluoromethyl)-3-((3-chlorophenyl)sulfonyl)phenyl)piperazine FC(C1=C(C=CC=C1S(=O)(=O)C1=CC(=CC=C1)Cl)N1CCNCC1)F